O(S(=O)(=O)C(F)(F)F)C1=CCCC2=CC(=CC=C12)OC(C)(C)C 6-(tert-butoxy)-3,4-dihydronaphthalen-1-yl triflate